C(CC=CCC)C1CC(C(O1)=O)C 5-(3-hexen-1-yl)-3-methyldihydro-2(3H)-furanone